N-(3-cyano-4,5-dihydrofuran-2-yl)-4-fluorobenzamide C(#N)C1=C(OCC1)NC(C1=CC=C(C=C1)F)=O